trans-4-((4-(2-Cyclopropyloxazol-4-yl) pyridin-2-yl)((trans-4-(5-methoxy-6-methylpyridin-2-yl)cyclohexyl)methyl) carbamoyl)cyclohexyl (3-hydroxypentan-2-yl)carbamate OC(C(C)NC(O[C@@H]1CC[C@H](CC1)C(N(C[C@@H]1CC[C@H](CC1)C1=NC(=C(C=C1)OC)C)C1=NC=CC(=C1)C=1N=C(OC1)C1CC1)=O)=O)CC